N1=C(C=CC=C1)C1=CC(=NC=C1)C(=O)N [2,4'-bipyridine]-2'-carboxamide